(2-(1-(6,7-dimethoxyquinazolin-4-yl)piperidin-4-yl)ethyl)phosphonic acid COC=1C=C2C(=NC=NC2=CC1OC)N1CCC(CC1)CCP(O)(O)=O